butyl 2-(7-chloroimidazo[1,5-a]pyridin-1-yl)acetate ClC1=CC=2N(C=C1)C=NC2CC(=O)OCCCC